C1(CCCC1)N1N=C(C=C1C1=C(C=CC=C1)C(F)(F)F)C(=O)N[C@H](CC(=O)O)CC(C)N1CC(CC1)(F)F (3S)-3-({1-cyclopentyl-5-[2-(trifluoromethyl)phenyl]-1H-pyrazol-3-yl}formamido)-5-(3,3-difluoropyrrolidin-1-yl)hexanoic acid